FC1=CC=C(C=C1)C(N1C[C@@H](N(C[C@H]1COS(=O)(=O)C)C(=O)OC(C)(C)C)C)C1=CC=C(C=C1)F tert-Butyl (2S,5S)-4-(bis(4-fluorophenyl)methyl)-2-methyl-5-(((methylsulfonyl)oxy)methyl)piperazine-1-carboxylate